C(COC(=O)CCC(=O)[O-])[C@@H](C(=O)[O-])[NH3+] The molecule is an alpha-amino-acid anion that is the conjugate base of O-succinyl-L-homoserine having anionic carboxy groups and a protonated amino group; major species at pH 7.3. It has a role as an Escherichia coli metabolite and a Saccharomyces cerevisiae metabolite. It is a dicarboxylic acid anion and an alpha-amino-acid anion. It is a conjugate base of an O-succinyl-L-homoserine.